6-(2-chloro-3,5-dimethoxyphenyl)-5-(2,6-difluorophenyl)-2,4-dimethyl-3(2H)-pyridazinone ClC1=C(C=C(C=C1OC)OC)C=1C(=C(C(N(N1)C)=O)C)C1=C(C=CC=C1F)F